5-fluoro-N-((3R,4S)-3-((R)-2-methylmorpholino)chroman-4-yl)-2-(trifluoromethyl)-1H-benzo[d]imidazol-4-amine FC1=C(C2=C(NC(=N2)C(F)(F)F)C=C1)N[C@@H]1[C@H](COC2=CC=CC=C12)N1C[C@H](OCC1)C